methylimidazole-2-carboxylate CC=1N=C(NC1)C(=O)[O-]